P(OCCCCCCCC)(OCCCCCCCC)[O-] dioctyl phosphite